6-oxo-2,9,12,15,18-pentaoxa-5-azahenicosan-21-oate O=C(NCCOC)CCOCCOCCOCCOCCC(=O)[O-]